1,2-diethyl-cyclobutane C(C)C1C(CC1)CC